C(CCC)(=O)N1CC(C1)N1N=C(C(=C1)NC(=O)C=1OC(=CC1)C=1C=NNC1)C1=NC=CC=C1 N-[1-{1-Butyrylazetidin-3-yl}-3-(pyridine-2-yl)-1H-pyrazol-4-yl]-5-(1H-pyrazol-4-yl)furan-2-carboxamide